(1S,3S,4S)-5-((4-chloro-benzyl)oxy)-2-(2,2-diphenylacetyl)-2-azabicyclo[2.2.2]octane-3-carboxylic acid ClC1=CC=C(COC2[C@@H]3[C@H](N([C@H](C2)CC3)C(C(C3=CC=CC=C3)C3=CC=CC=C3)=O)C(=O)O)C=C1